C(C)(C)(C)C=1C=C(C=C(C1)C(C)(C)C)C1=CC(=CC(=C1)N(C1=CC=2C(C3=CC=CC=C3C2C=C1)(C)C)C1=CC=C(C=C1)C1CCCCC1)C1=CC(=CC(=C1)C(C)(C)C)C(C)(C)C N-(3,3'',5,5''-tetra-tert-butyl-1,1':3',1''-terphenyl-5'-yl)-N-(4-cyclohexylphenyl)-9,9-dimethyl-9H-fluoren-2-amine